[N+](=O)([O-])C1=CC=C2C(=NN(C2=C1)C1OCCCC1)C=O 6-nitro-1-(tetrahydro-2H-pyran-2-yl)-1H-indazole-3-carbaldehyde